FC=1C=C(C=CC1C=1C=NN(C1)[C@H]1C(NCC1)=O)NC(CC1=CC(=CC=C1)C(F)(F)F)=O |o1:12| (R or S)-N-(3-fluoro-4-(1-(2-oxopyrrolidin-3-yl)-1H-pyrazol-4-yl)phenyl)-2-(3-(trifluoromethyl)phenyl)acetamide